5-[(2-amino-3-chloro-4-pyridinyl)thio]-2-[(3S,4S)-4-amino-3-methyl-2-oxa-8-azaspiro[4.5]dec-8-yl]-6-methyl-3-pyridinemethanol NC1=NC=CC(=C1Cl)SC=1C=C(C(=NC1C)N1CCC2([C@@H]([C@@H](OC2)C)N)CC1)CO